CN(C1=NC(=NC(=C1)N1CCSC2(C1)CCCCC2)C(F)(F)F)CC2CN(CCS2)S(=O)(=O)C N-methyl-N-((4-(methylsulfonyl)thiomorpholin-2-yl)methyl)-6-(1-thia-4-azaspiro[5.5]undecan-4-yl)-2-(trifluoromethyl)pyrimidin-4-amine